(R)-(3-methyl-1,2,3,5,6,7-hexahydrodicyclopenta[b,e]pyridin-8-yl) carbamate C(N)(OC1=C2C(=NC3=C1CCC3)[C@@H](CC2)C)=O